Bicyclo[6.1.0]non-4-yn-9-ylmethyl (2,5-dioxopyrrolidin-1-yl) carbonate C(OCC1C2CCC#CCCC12)(ON1C(CCC1=O)=O)=O